ClC1=C(C=C(C=C1)N1C[C@@H](CC1)CC(=O)Cl)F 2-[(3S)-1-(4-chloro-3-fluorophenyl)pyrrolidin-3-yl]acetyl chloride